trans-rac-N-(3-Amino-4-chlorophenyl)-2,2-dichloro-3-(4-fluoro-3-(trifluoromethyl)phenyl)cyclopropane-1-carboxamide NC=1C=C(C=CC1Cl)NC(=O)[C@@H]1C([C@H]1C1=CC(=C(C=C1)F)C(F)(F)F)(Cl)Cl |r|